C(C)(=O)N(C=1SC2=C(C1C(=O)NCCC)C=CC(=C2)O)CC2=CC=CC=C2 2-[acetyl(benzyl)amino]-6-hydroxy-N-propyl-1-benzothiophene-3-carboxamide